CC1(OB(OC1(C)C)C1=CN(C2=NC=C(C=C21)N2CCOCC2)S(=O)(=O)C2=CC=C(C)C=C2)C 4-(3-(4,4,5,5-Tetramethyl-1,3,2-dioxaborolan-2-yl)-1-tosyl-1H-pyrrolo[2,3-b]pyridin-5-yl)morpholine